NC1=NC(=C2C(=N1)N(N=C2)CC2=CC=C(C=C2)[N+](=O)[O-])C=2C(=C(C#N)C=CC2)F 3-(6-amino-1-(4-nitrobenzyl)-1H-pyrazolo[3,4-d]pyrimidin-4-yl)-2-fluorobenzonitrile